benzyl (pyrazine-2-carbonyl)-D-asparaginate N1=C(C=NC=C1)C(=O)N[C@H](CC(N)=O)C(=O)OCC1=CC=CC=C1